(3-methyl-2-oxo-4-(4-oxo-4-(piperazin-1-yl)butyl)-2,3-dihydro-1H-benzo[d]Imidazol-1-yl)piperidine-2,6-dione CN1C(N(C2=C1C(=CC=C2)CCCC(N2CCNCC2)=O)N2C(CCCC2=O)=O)=O